C(C)C1=CC(=NC=C1)C(CC)NC(C=CN1CCCC1)=O N-(1-(4-ethylpyridin-2-yl)propyl)-3-(pyrrolidin-1-yl)propenamide